CC1=NC2=CC=CC=C2C(=C1)NC1=CC=C(C=C1)C1=NC2=C(N1)C=CC(=C2)NC2=CC(=NC=C2)C 2-methyl-N-(4-(5-((2-methylpyridin-4-yl)amino)-1H-benzo[d]imidazol-2-yl)phenyl)quinolin-4-amine